BrC1=CC=C(CNC(=O)[C@@H]2NCCN(C2)C=2C=3C(N=CN2)=NN(C3)C3=CC(=C(C=C3)C)F)C=C1 (R)-N-(4-bromobenzyl)-4-(2-(3-fluoro-4-methylphenyl)-2H-pyrazolo[3,4-d]pyrimidin-4-yl)piperazine-2-carboxamide